ClC[C@@H]([C@H](CC1=CC=CC=C1)NC(=O)OC(C)(C)C)O (2R,3S)-1-chloro-3-tert-butoxycarbonylamino-4-phenyl-2-butanol